FC1=CC=C(C=C1)NC1=CC(C1=O)=O 4-((4-fluorophenyl)amino)cyclobut-3-ene-1,2-dione